diethylene glycol monovalerate C(CCCC)(=O)OCCOCCO